COC=1C=C(C(=O)NC)C=CC1S(NC1=NOC2=C1C(=CC(=C2)CN2N=CC(=C2)CNC(C#C)=O)OC)(=O)=O 3-methoxy-4-(N-(4-methoxy-6-((4-(propiolamidomethyl)-1H-pyrazol-1-yl)methyl)benzo[d]isoxazol-3-yl)sulfamoyl)-N-methylbenzamide